[Na].COCCCOC1=C(C(=NC=C1)CS(=O)C1=NC2=C(N1)C=CC=C2)C 2-{[4-(3-methoxypropoxy)-3-methylpyridine-2-yl]methanesulfinyl}-1H-benzimidazole sodium